O[C@H](C)[C@@H]1[C@H]2[C@H](C=C(N2C1=O)C(=O)OCC1=CC=C(C=C1)[N+](=O)[O-])C 4-Nitrobenzyl (4S,5R,6S)-6-((R)-1-hydroxyethyl)-4-methyl-7-oxo-1-azabicyclo[3.2.0]hept-2-ene-2-carboxylate